FC(CN1CCC2(CC1)CN(C1=CC=CC=C12)S(=O)(=O)C1=CC=C(C=C1)S(=O)(=O)N(C)C)(C)F 4-((r-(2,2-difluoropropyl)spiro[indoline-3,4'-piperidin]-1-yl)sulfonyl)-N,N-dimethylbenzenesulfonamide